N1C(=CC2=CC=CC=C12)C1=NC=CC(=C1)C1=NOC(=N1)C(F)(F)F 3-(2-(1H-indol-2-yl)pyridin-4-yl)-5-(trifluoromethyl)-1,2,4-oxadiazole